(R)-4-amino-6'-(3-hydroxy-3-methylpyrrolidin-1-yl)-4'-methoxy-6-(4-methylthiazol-2-yl)-[2,2'-bipyridine]-3-nitrile hydrochloride Cl.NC1=C(C(=NC(=C1)C=1SC=C(N1)C)C1=NC(=CC(=C1)OC)N1C[C@](CC1)(C)O)C#N